glyceryl monononanoate C(CCCCCCCC)(=O)OCC(O)CO